3-[[1-(1,3-benzothiazol-2-yl)-2-(3-carbamimidoylphenyl)ethyl]sulfamoyl]-N-(2-hydroxyethyl)benzamide S1C(=NC2=C1C=CC=C2)C(CC2=CC(=CC=C2)C(N)=N)NS(=O)(=O)C=2C=C(C(=O)NCCO)C=CC2